ClC1=NC=C(C(=C1)N1C(C=C(C=C1C1CC1)O)=O)C 2'-Chloro-6-cyclopropyl-4-hydroxy-5'-methyl-2H-[1,4'-bipyridin]-2-one